CON1C=C(C2=CC=CC=C21)CN The molecule is an aminoalkylindole that is 3-(aminomethyl)indole in which the hydrogen at position 1 has been replaced by a methoxy group. It has a role as a plant metabolite.